2,2'-bis(diphenylphosphino)-4,4',5,5',6,6'-hexamethoxy-1,1'-biphenyl C1(=CC=CC=C1)P(C1=C(C(=C(C(=C1)OC)OC)OC)C1=C(C=C(C(=C1OC)OC)OC)P(C1=CC=CC=C1)C1=CC=CC=C1)C1=CC=CC=C1